5-methoxy-4-methyl-3-(trifluoromethyl)-1H-pyrazole COC1=C(C(=NN1)C(F)(F)F)C